FC(COC1=NC=CC(=N1)C1=CC=2C=NC(=CC2N1)NC(=O)C=1C=NN(C1)C[C@H]1OCCC1)F (S)-N-(2-(2-(2,2-difluoroethoxy)pyrimidin-4-yl)-1H-pyrrolo[3,2-c]pyridin-6-yl)-1-((tetrahydrofuran-2-yl)methyl)-1H-pyrazole-4-carboxamide